N1CC(C1)C(=O)N1CCC(CC1)CN1CCC2(CN(C2)C=2N=CN=NC2OC2=C(C(=O)N(C(C)C)CC)C=C(C=C2)F)CC1 2-((5-(7-((1-(azetidine-3-carbonyl)piperidin-4-yl)methyl)-2,7-diazaspiro[3.5]nonan-2-yl)-1,2,4-triazin-6-yl)oxy)-N-ethyl-5-fluoro-N-isopropylbenzamide